FC(OC1=CC=C(C=C1)CN1N=CC(=C1)B1OC(C(O1)(C)C)(C)C)F 1-[[4-(difluoromethoxy)phenyl]methyl]-4-(4,4,5,5-tetramethyl-1,3,2-dioxaborolan-2-yl)pyrazole